N-(4-methyl-3-(4-methyloxazol-2-yl)phenyl)-2,3-dihydro-1H-indene-1-carboxamide CC1=C(C=C(C=C1)NC(=O)C1CCC2=CC=CC=C12)C=1OC=C(N1)C